C(CCCCCCCC)C1=C(C=CC=C1)O.[NH4+] ammonium nonyl-phenol